C[C@H](CCC)CCC[C@@H](CCCC(C)C)C (4R,8R)-4,8,12-trimethyltridecane